C(CC)N([C@@H](C)C(=O)O)CCC N,N-dipropyl-alanine